1-(2-fluoropyridin-3-yl)piperazine, hydrochloride salt Cl.FC1=NC=CC=C1N1CCNCC1